C(C)(C)(C)OC(=O)N1C=C(C2=CC(=CC=C12)Br)CCO 5-bromo-3-(2-hydroxyethyl)-1H-indole-1-carboxylic acid tert-butyl ester